C(C)(C)(C)OC(=O)N1[C@@H](CCCC1)C(=O)O (2S)-1-tert-Butoxycarbonylpiperidine-2-carboxylic acid